C(=O)O.CC=1N=C2N(C=C(N=C2)NC(=O)N2CCC=3C2=NC=CC3N3C[C@H](NCC3)C)C1 (R)-N-(2-methylimidazo[1,2-a]pyrazin-6-yl)-4-(3-methylpiperazin-1-yl)-2,3-dihydro-1H-pyrrolo[2,3-b]pyridine-1-carboxamide formate